TEREPHTHALALDEHYDIC ACID C(C1=CC=C(C=O)C=C1)(=O)O